3-[[5-(3,5-dichlorophenyl)-5-(trifluoromethyl)-4H-isoxazol-3-yl]amino]-2-fluoro-benzaldehyde ClC=1C=C(C=C(C1)Cl)C1(CC(=NO1)NC=1C(=C(C=O)C=CC1)F)C(F)(F)F